S[C@@](CO)(CCC)C |r| (+/-)-2-Mercapto-2-Methylpentan-1-Ol